COC(C1=C(C=C(C(=C1)Br)F)N)=O amino-5-bromo-4-fluorobenzoic acid methyl ester